E,Z,E-Geranylgeranyl chloride C(\C=C(/C)\CCC=C(C)C)C\C(=C/CC/C(=C/CCl)/C)\C